C1(CC1)NC=1C2=C(N=CN1)CN(CC2)C(=O)C2=C(OC=1N=CN=C(C12)NC1(CC1)C)C 5-[4-(cyclopropylamino)-5h,6h,7h,8h-pyrido[3,4-d]pyrimidine-7-carbonyl]-6-methyl-N-(1-methylcyclopropyl)furo[2,3-d]pyrimidin-4-amine